((1R,3R)-3-aminocyclobutyl)(4-(3-methoxy-5-(trifluoromethyl)pyridin-2-yl)piperazin-1-yl)methanone NC1CC(C1)C(=O)N1CCN(CC1)C1=NC=C(C=C1OC)C(F)(F)F